OC(C#CC=1C2=C(C(N(C1)C)=O)NC(=C2C(=O)OCC(C)C)C)(C(C)C)C isobutyl 4-(3-hydroxy-3,4-dimethyl-pent-1-ynyl)-2,6-dimethyl-7-oxo-1H-pyrrolo[2,3-c]pyridine-3-carboxylate